4-(2-(3-((1-cyclopropyl-1H-pyrazol-4-yl)oxy)azetidin-1-yl)-7-methyl-8-oxo-6-(trifluoromethyl)-7,8-dihydropyrimido[5,4-d]pyrimidin-4-yl)-3-fluorobenzonitrile C1(CC1)N1N=CC(=C1)OC1CN(C1)C=1N=C(C2=C(N1)C(N(C(=N2)C(F)(F)F)C)=O)C2=C(C=C(C#N)C=C2)F